OC1=CC=C(C=C1)C1=CC=C(C=C1)C(=O)OC methyl 4'-hydroxybiphenyl-4-carboxylate